5-(benzyl(methyl)amino)-N-(4-hydroxyphenyl)-7-(1H-pyrazol-4-yl)pyrazolo[1,5-a]pyrimidine-2-carboxamide C(C1=CC=CC=C1)N(C1=NC=2N(C(=C1)C=1C=NNC1)N=C(C2)C(=O)NC2=CC=C(C=C2)O)C